6-(2-((2-ethoxy-5-(4-methylpiperazin-1-yl)phenyl)amino)-5-fluoropyrimidin-4-yl)-4-(2-hydroxyethyl)-3,3-dimethylisoindol-1-one C(C)OC1=C(C=C(C=C1)N1CCN(CC1)C)NC1=NC=C(C(=N1)C1=CC(=C2C(NC(C2=C1)=O)(C)C)CCO)F